OCCN1CN(CN(C1)CCO)CCO 1,3,5-tri-(2-hydroxyethyl)-hexahydro-s-triazine